3-O-{6-O-[6-O-(E)-sinapoyl-beta-D-glucopyranosyl]-β-D-glucopyranosyl}cyanidin C(\C=C\C1=CC(OC)=C(O)C(OC)=C1)(=O)OC[C@@H]1[C@H]([C@@H]([C@H]([C@@H](O1)OC[C@@H]1[C@H]([C@@H]([C@H]([C@@H](O1)OC=1C(=[O+]C=2C=C(C=C(C2C1)O)O)C1=CC(O)=C(O)C=C1)O)O)O)O)O)O